1-benzyloxybut-3-yn-2-one C(C1=CC=CC=C1)OCC(C#C)=O